C1(CCC(=O)OCCCCC(CO1)C)=O propylene-butylene succinate